The molecule is an enolate anion that is the dianion obtained by the deprotonation of the enol groups of impatienol. It is a conjugate base of an impatienol. CC(C1=C(C2=CC=CC=C2C(=O)C1=O)[O-])C3=C(C4=CC=CC=C4C(=O)C3=O)[O-]